N-[(1R)-1-(3-bromophenyl)ethyl]-2-methyl-6-[4-(pyridin-3-ylmethyl)piperazin-1-yl]pyrido[3,4-d]pyrimidin-4-amine BrC=1C=C(C=CC1)[C@@H](C)NC=1C2=C(N=C(N1)C)C=NC(=C2)N2CCN(CC2)CC=2C=NC=CC2